[N+](=O)([O-])C1=C(C=CC=C1)S(=O)(=O)N1CCN(CC1)[C@H]1C=2C(NCC1)=C(N(N2)C2=CC=C(C=C2)OC2=CC=C(C=C2)OC(F)(F)F)C(=O)OCC ethyl (7R)-7-[4-(2-nitrobenzene-1-sulfonyl)piperazin-1-yl]-2-{4-[4-(trifluoromethoxy)phenoxy]phenyl}-4,5,6,7-tetrahydro-2H-pyrazolo[4,3-b]pyridine-3-carboxylate